FC1=C(OC2=C(C(=O)N)C=CC=N2)C=CC(=C1)CC(NC1=NN2C(C=CC=C2C(F)(F)F)=N1)=O 2-(2-fluoro-4-(2-oxo-2-((5-(trifluoromethyl)-[1,2,4]triazolo[1,5-a]pyridin-2-yl)amino)ethyl)phenoxy)nicotinamide